4-(difluoromethyl)-5-((2-fluoro-6-(pyrrolidin-1-ylmethyl)benzyl)amino)-N-(thiazol-4-yl)pyridine-2-sulfonamide formic acid salt C(=O)O.FC(C1=CC(=NC=C1NCC1=C(C=CC=C1CN1CCCC1)F)S(=O)(=O)NC=1N=CSC1)F